C1(=CC=C(C=C1)C1=NC(=NN1C)CN1CCCC1)C1=CC=CC=C1 5-([1,1'-biphenyl]-4-yl)-1-methyl-3-(pyrrolidin-1-ylmethyl)-1H-1,2,4-triazole